FC(C1=CC=C(C=C1)[C@H](C)O)(F)F (S)-1-(4'-trifluoromethylphenyl)ethanol